ClC=1C(=NC(=NC1C1=CNC2=CC(=CC=C12)C)NC1=CC(=CC(=C1)CN1C[C@H](N[C@H](C1)C)C)C1CC1)OC 5-chloro-N-(3-cyclopropyl-5-(((3R,5S)-3,5-dimethylpiperazine-1-yl)methyl)phenyl)-4-methoxy-6-(6-methyl-1H-indol-3-yl)pyrimidine-2-amin